(S)-N8-(2,2,2-trifluoro-1-(5-fluoro-3-methylbenzofuran-2-yl)ethyl)-7H-purine-2,8-diamine FC([C@H](C=1OC2=C(C1C)C=C(C=C2)F)NC2=NC1=NC(=NC=C1N2)N)(F)F